IC1=C(NC2=C1C(NCC2)=O)C2=CC=NC1=C2N=C(N=C1)OC 3-iodo-2-[2-methoxypyrido[3,2-d]pyrimidin-8-yl]-1H,5H,6H,7H-pyrrolo[3,2-c]pyridin-4-one